N-{5-bromo-4-fluoro-2-[rel-(3R,5S)-3,4,5-trimethylpiperazin-1-yl]phenyl}-4-(trifluoromethyl)-6-[2-(trimethylsilyl)ethoxy]pyridine-3-carboxamide BrC=1C(=CC(=C(C1)NC(=O)C=1C=NC(=CC1C(F)(F)F)OCC[Si](C)(C)C)N1C[C@H](N([C@H](C1)C)C)C)F |o1:29,31|